FC1=C(C=CC2=C1O[C@@H]1[C@H](CC2)[C@H](CC1)\C=C\C(C(C)(C1=CC=CC=C1)C)O)C(=O)O (1R,3aS,10aR)-5-fluoro-1-[(1E,3ξ)-3-hydroxy-4-methyl-4-phenyl-1-penten-1-yl]-2,3,3a,9,10,10a-hexahydro-1H-benzo[b]cyclopenta[f]oxepin-6-carboxylic acid